2-(4-allyl-2-(1H-benzimidazol-5-yl)phenyl)propan-2-ol 1-chlorohexadecyl-3-methylbutanoate ClC(CCCCCCCCCCCCCCC)C(C(=O)OC(C)(C)C1=C(C=C(C=C1)CC=C)C1=CC2=C(NC=N2)C=C1)C(C)C